OCC1CCCCC1 4-(hydroxymethyl)cyclohexan